N[C@@H](CCC(=O)O)C(=O)N[C@@H](CS\C=C\C)C(=O)O glutamyl-S-(trans-1-propenyl)-L-cysteine